FC(C1=NC=CC(=N1)N)(F)F 2-(trifluoromethyl)pyrimidin-4-amine